NC1=NC2=CC=C(C=C2C=N1)C=1C=C(C(=O)NC2=CC(=C(C=C2)Cl)C(F)(F)F)C=CC1C 3-(2-Aminoquinazolin-6-yl)-N-(4-chloro-3-(trifluoromethyl)phenyl)-4-methylbenzamide